N,N-diethyl-aminoethyl-methacrylamide 5-methoxy-4-((2-(4-(methoxycarbonyl)phenyl)piperazin-1-yl)methyl)-7-methyl-1H-indole-1-carboxylate COC=1C(=C2C=CN(C2=C(C1)C)C(=O)O)CN1C(CNCC1)C1=CC=C(C=C1)C(=O)OC.C(C)N(C(C(=CCCN)C)=O)CC